(R,Z)-2-fluoro-N-(7-methoxy-4-((2-methoxy-5-methyl-4-((1-methyl-1H-benzo[d]imidazol-5-yl)oxy)phenyl)amino)quinazolin-6-yl)-3-(1-methylpyrrolidin-2-yl)acrylamide F\C(\C(=O)NC=1C=C2C(=NC=NC2=CC1OC)NC1=C(C=C(C(=C1)C)OC1=CC2=C(N(C=N2)C)C=C1)OC)=C/[C@@H]1N(CCC1)C